3-(2-amino-6-(1-benzyl-2-oxo-1,2-dihydropyridin-4-yl)pyrimidin-4-yl)-5-methylbenzonitrile NC1=NC(=CC(=N1)C=1C=C(C#N)C=C(C1)C)C1=CC(N(C=C1)CC1=CC=CC=C1)=O